Bis-(3-Sulfopropyl)disulfide-disodium salt [Na+].[Na+].S(=O)(=O)([O-])CCCSSCCCS(=O)(=O)[O-]